C(C=C)(=O)N1C(CN(CC1)C1=NC=NC2=C(C(=C(C=C12)Cl)C1=C(C=CC=C1)C(F)(F)F)F)CC#N 2-(1-acryloyl-4-(6-chloro-8-fluoro-7-(2-(trifluoromethyl)phenyl)quinazolin-4-yl)piperazin-2-yl)acetonitrile